Cl.FC(C1=CC=C(OC2CCNCC2)C=C1)(F)F 4-[4-(trifluoromethyl)phenoxy]piperidine hydrochloride